C(CCC)\C=C\C(C)=C trans-butyl-isoprene